CC1=NC(=CC(=C1S(=O)(=O)N1CC2(C1)CN(C2)CC2CCOCC2)C)C(F)(F)F 2-((2,4-dimethyl-6-(trifluoromethyl)pyridin-3-yl)sulfonyl)-6-((tetrahydro-2H-pyran-4-yl)methyl)-2,6-diazaspiro[3.3]heptane